C(#N)C(NC(=O)[C@@H]1[C@H]2C([C@H]2CN1C([C@H](C(C)(C)C)NS(=O)(=O)C1=CC=C(C=C1)N(C)C)=O)(C)C)C=1C=NC=C(C1)C(F)(F)F (1R,2S,5S)-N-(cyano(5-(trifluoromethyl)pyridin-3-yl)methyl)-3-((S)-2-((4-(Dimethylamino)phenyl)sulfonamido)-3,3-dimethylbutyryl)-6,6-dimethyl-3-azabicyclo[3.1.0]hexane-2-formamide